C1(=CC=CC=2C3=CC=CC=C3NC12)C=1N=NC(=NN1)C1=CC=CC=2C3=CC=CC=C3NC12 3,6-di(carbazolyl)-1,2,4,5-tetrazine